3-(2-fluorophenyl)-2-methyl-8-((2S)-2-methyl-4-(2-propenoyl)-1-piperazinyl)-5-(2-(2-propanyl)phenyl)-6H-pyrimido[1,6-b]pyridazin-6-one FC1=C(C=CC=C1)C1=CC=2N(N=C1C)C(=NC(C2C2=C(C=CC=C2)C(C)C)=O)N2[C@H](CN(CC2)C(C=C)=O)C